CN1CCC(CC1)/C=C/C(=O)N1C(C=CCC1)=O (E)-1-(3-(1-methylpiperidin-4-yl)acryloyl)-5,6-dihydropyridin-2(1H)-one